N1=CC=CC=2CCC/C(/C12)=N\NC(=S)N1CCCN(CCC1)C1=NC=CC=C1 (E)-N'-(6,7-dihydroquinolin-8(5H)-ylidene)-5-(pyridin-2-yl)-1,5-diazacyclooctane-1-thiohydrazide